N-(2-(2-chloro-6-cyclopropyloxyquinolin-4-yl)ethyl)acetamide ClC1=NC2=CC=C(C=C2C(=C1)CCNC(C)=O)OC1CC1